FC=1C=CC(=NC1)C1=NN(C(=C1)CO)CC(CC)(O)C 1-(3-(5-fluoropyridin-2-yl)-5-(hydroxymethyl)-1H-pyrazol-1-yl)-2-methylbutan-2-ol